3-ethoxy-4-((4-methyldec-3-en-1-yl)oxy)benzaldehyde C(C)OC=1C=C(C=O)C=CC1OCCC=C(CCCCCC)C